3-(cyclohex-1-en-1-yl)pyridine-4-carboxylic acid methyl ester COC(=O)C1=C(C=NC=C1)C1=CCCCC1